{[4-chloro-5-(3-chlorophenyl)-1-phenyl-1H-pyrazol-3-yl]oxy}acetic acid ClC=1C(=NN(C1C1=CC(=CC=C1)Cl)C1=CC=CC=C1)OCC(=O)O